ClC1(C=C2C(N(C(C(O2)O)=O)O)=CC1)OC 7-chloro-N-hydroxy-7-methoxy-2-hydroxy-2H-1,4-benzoxazin-3(4H)-one